magnesium, titanium salt [Ti].[Mg]